((((adamantan-1-yl)methyl)amino)methyl)-3-hydroxybenzoic acid methyl ester COC(C1=C(C(=CC=C1)O)CNCC12CC3CC(CC(C1)C3)C2)=O